2-(methylsulfonyl)pyridin CS(=O)(=O)C1=NC=CC=C1